2-(difluoromethoxy)benzenesulfonyl chloride FC(OC1=C(C=CC=C1)S(=O)(=O)Cl)F